(3aR,6aS)-2-Methyl-5-((S)-pyrrolidin-3-yl)octahydropyrrolo[3,4-c]pyrrole CN1C[C@H]2CN(C[C@H]2C1)[C@@H]1CNCC1